O=C1N(C(C2=CC=CC=C12)=O)CCC(CCCNS(=O)(=O)C1=CC=C(C=C1)OC)C1=NC2=CC=CC=C2C(=C1)C N-(6-(1,3-dioxoisoindolin-2-yl)-4-(4-methylquinolin-2-yl)hexyl)-4-methoxybenzenesulfonamide